NC(CCN(C1CN(C1)C(=O)OC(C)(C)C)C(=O)OCC(Cl)(Cl)Cl)=O tert-Butyl 3-[(3-amino-3-oxo-propyl)-(2,2,2-trichloroethoxycarbonyl)-amino]azetidine-1-carboxylate